2',6'-bis(benzyloxy)-5-bromo-4-methyl-2,3'-bipyridine C(C1=CC=CC=C1)OC1=NC(=CC=C1C1=NC=C(C(=C1)C)Br)OCC1=CC=CC=C1